Propyl 4-methyl-2-[3-[(7-methyl-1-isoquinolyl)amino]propanoyl-amino]thiazole-5-carboxylate CC=1N=C(SC1C(=O)OCCC)NC(CCNC1=NC=CC2=CC=C(C=C12)C)=O